CC(C(C12CC(C1)(C2)C2=CC=CC=C2)NC(=O)C2=NC=CN=C2)C N-(2-methyl-1-(3-phenylbicyclo[1.1.1]pentan-1-yl)propyl)pyrazine-2-carboxamide